O=C1OCCC2N1CCN(C2)C(=O)N 6-oxo-1,3,4,8,9,9a-hexahydropyrazino[1,2-c][1,3]oxazine-2-carboxamide